C(O)C1=C(C(=O)O)C=CC=C1 methylolbenzoic acid